2-(2,2-dimethyl-6-methylenecyclohexyl)ethan-1-ol CC1(C(C(CCC1)=C)CCO)C